7a,24(S)-dihydroxycholesterol O[C@H]1[C@H]2[C@@H]3CC[C@H]([C@@H](CC[C@@H](C(C)C)O)C)[C@]3(CC[C@@H]2[C@]2(CC[C@@H](CC2=C1)O)C)C